(5S,8S)-5-fluoro-8-hydroxy-N-(3,4,5-trifluorobenzyl)-5,6,7,8-tetrahydroquinoline-5-carboxamide F[C@@]1(C=2C=CC=NC2[C@H](CC1)O)C(=O)NCC1=CC(=C(C(=C1)F)F)F